2-(4-phenylpiperidinyl)cyclohexanol 2-methoxy-4-[4-(1,3-benzodioxol-5-yl)-2,3-dimethylbutyl]phenolate COC1=C(C=CC(=C1)CC(C(CC1=CC2=C(OCO2)C=C1)C)C)[O-].C1(=CC=CC=C1)C1CCN(CC1)C1C(CCCC1)O